CC1=CC=C(C=C1)S(=O)(=O)[O-].CC1=[NH+]C=CN=C1 2-methyl-pyrazinium p-toluenesulfonate